ClC1(C(C(=O)NC2=CC(=CC=C2)Cl)C=C(C=C1Cl)Cl)O 2,3,3',5-tetrachloro-salicylanilide